5-((2-allyl-4-fluorophenyl)amino)-2-(trifluoromethyl)isonicotinic acid methyl ester COC(C1=CC(=NC=C1NC1=C(C=C(C=C1)F)CC=C)C(F)(F)F)=O